1,2-dimethoxypropane lutetium [Lu].COCC(C)OC